ClCC=1C=NC=C(C1)F 3-(chloromethyl)-5-fluoropyridine